CC1(CN(C1)C1=NC=C(C=N1)NC1CCC(CC1)NC(OC(C)(C)C)=O)C tert-butyl (4-((2-(3,3-dimethylazetidin-1-yl)pyrimidin-5-yl)amino)cyclohexyl)carbamate